4-(4-Bromophenyl)-3-((4-bromophenyl)ethynyl)-2-(trifluoromethyl)quinoline BrC1=CC=C(C=C1)C1=C(C(=NC2=CC=CC=C12)C(F)(F)F)C#CC1=CC=C(C=C1)Br